COC1=NC(=NC(=C1)OC)OC1=C(C(=O)[O-])C(=CC=C1)OC1=NC(=CC(=N1)OC)OC.[Na+] sodium 2,6-bis((4,6-dimethoxypyrimidin-2-yl)oxy)benzoate